6-(3,3-dimethylpiperazin-1-yl)-2,4-dimethylnicotinic acid methyl ester hydrochloride Cl.COC(C1=C(N=C(C=C1C)N1CC(NCC1)(C)C)C)=O